5-[(5-chloro-2-fluoro-pyrimidin-4-yl)amino]-1,3-dimethyl-benzimidazol-2-one ClC=1C(=NC(=NC1)F)NC1=CC2=C(N(C(N2C)=O)C)C=C1